NCCC1CCC(CC1)NC1=CC=C(C=C1)CCC N-(4-(2-aminoethyl)cyclohexyl)-4-propylaniline